OC[C@@H]1CC[C@H](CC1)NS(=O)(=O)CC N-[trans-4-(hydroxymethyl)cyclohexyl]ethanesulfonamide